2-(toluene-4-sulfonylmethyl)acrylic acid (8-methacryloyloxy-3,6-dioxaoctyl) ester C(C(=C)C)(=O)OCCOCCOCCOC(C(=C)CS(=O)(=O)C1=CC=C(C)C=C1)=O